2,5-bis(2-octyldodecyl)-3,6-di(pyridin-2-yl)-pyrrolo[3,4-c]pyrrole-1,4(2H,5H)-dione C(CCCCCCC)C(CN1C(C2=C(N(C(C2=C1C1=NC=CC=C1)=O)CC(CCCCCCCCCC)CCCCCCCC)C1=NC=CC=C1)=O)CCCCCCCCCC